CC(CC(C(=O)[O-])CCCCCCCCCC(CCCCCC)O)CC(C(=O)[O-])CCCCCCCCCC(CCCCCC)O 2-Methylpropane-1,3-diyl-bis(12-hydroxyoctadecanoate)